C=C(C(=O)OCC)CC ethyl 2-methylenebutanoate